C(OCC)(=S)SC1=C(C=C(C=C1)C)Cl S-(2-chloro-4-methylphenyl) O-ethyl carbonodithioate